tert-butyl 3,3-difluoro-4-[4-[3-methyl-2-oxo-1-(2-trimethylsilylethoxymethyl)benzimidazol-4-yl]piperazin-1-yl]-2,6-dihydropyridine-1-carboxylate FC1(CN(CC=C1N1CCN(CC1)C1=CC=CC=2N(C(N(C21)C)=O)COCC[Si](C)(C)C)C(=O)OC(C)(C)C)F